(tert-butyldiphenylsilyl)oxy (methyl)-4-oxopyrrolidine-1-carboxylate CC1N(CC(C1)=O)C(=O)OO[Si](C1=CC=CC=C1)(C1=CC=CC=C1)C(C)(C)C